3-(3-hydroxy-3-(trifluoromethyl)pyrrolidine-1-carbonyl)-8-(2-hydroxycyclopentyl)-N-(3-methyloxetan-3-yl)imidazo[1,5-a]pyridine-6-sulfonamide OC1(CN(CC1)C(=O)C1=NC=C2N1C=C(C=C2C2C(CCC2)O)S(=O)(=O)NC2(COC2)C)C(F)(F)F